(S)-N-(1-cyclobutyl-3-(3,3-difluorocyclobutyl)-4-methyl-1H-pyrazol-5-yl)-2-(3,3-di-fluorocyclobutyl)propenamide C1(CCC1)N1N=C(C(=C1NC(C(=C)C1CC(C1)(F)F)=O)C)C1CC(C1)(F)F